oxetan-3-yl((R)-6-(4-(2-(((R)-tetrahydrofuran-3-yl)methoxy)phenyl)piperidin-1-yl)-2-azaspiro[3.4]octan-2-yl)methanone O1CC(C1)C(=O)N1CC2(C1)C[C@@H](CC2)N2CCC(CC2)C2=C(C=CC=C2)OC[C@H]2COCC2